3-(5-(3-(4-(3-(((1s,3s)-adamantan-1-yl)amino)propyl)piperazin-1-yl)prop-1-yn-1-yl)-2-methyl-4-oxoquinazolin-3(4H)-yl)piperidine-2,6-dione C12(CC3CC(CC(C1)C3)C2)NCCCN2CCN(CC2)CC#CC2=C3C(N(C(=NC3=CC=C2)C)C2C(NC(CC2)=O)=O)=O